C1(=CC=CC=C1)N(C1=CC=CC=C1)C1=CC=C(C=O)C=C1 4-(N,N-diphenylamino)-benzaldehyde